[4-[[4-Methylsulfonyl-3-(trifluoromethyl)phenoxy]methyl]-1-piperidyl]-[(3S)-3-(1H-1,2,4-triazol-5-yl)pyrrolidin-1-yl]methanone CS(=O)(=O)C1=C(C=C(OCC2CCN(CC2)C(=O)N2C[C@H](CC2)C2=NC=NN2)C=C1)C(F)(F)F